2,5-diaminobenzonitrile NC1=C(C#N)C=C(C=C1)N